FC=1C=C2C(NN=C(C2=CC1F)[C@@H](C)N(C(=O)NC1=CC(=C(C=C1)F)C(F)F)C)=O (R)-1-(1-(6,7-difluoro-4-oxo-3,4-dihydrophthalazin-1-yl)ethyl)-3-(3-(difluoromethyl)-4-fluorophenyl)-1-methylurea